3-trifluoromethylamphetamine FC(C=1C=C(CC(N)C)C=CC1)(F)F